10,10-dideuterio-9-[(4-methoxyphenyl)methyl]-N-tetrahydropyran-2-yloxy-1,4-dioxa-9-azaspiro[4.5]decane-6-carboxamide [2H]C1(N(CCC(C12OCCO2)C(=O)NOC2OCCCC2)CC2=CC=C(C=C2)OC)[2H]